[3-[(2R)-4-[difluoro(trimethylsilyl)methyl]-4-ethyl-5-oxo-pyrrolidin-2-yl]-1-(3-fluorophenyl)propyl]methanesulfonate FC(C1(C[C@H](NC1=O)CCC(C1=CC(=CC=C1)F)CS(=O)(=O)[O-])CC)([Si](C)(C)C)F